N2,N6-bis[2-(2-methoxyethoxy)ethyl]-1,3,5,7-tetraoxo-1,2,3,5,6,7-hexahydro-s-indacene-2,6-dicarboxamide COCCOCCNC(=O)C1C(C2=CC=3C(C(C(C3C=C2C1=O)=O)C(=O)NCCOCCOC)=O)=O